COC(C1=CN=CC(=C1)C1CC1)=O.C(C1CO1)OCCC[Si](OC)(OC)OC gamma-glycidoxypropyl-trimethoxysilane methyl-5-cyclopropylnicotinate